CS(=O)CC1=CC=CC=C1 Benzyl methyl sulfoxide